(8R,9R,10S)-9-{4-[2-(2-fluorophenyl)ethynyl]phenyl}-10-(hydroxymethyl)-N-(4-methoxyphenyl)-1,6-diazabicyclo[6.2.0]decane-6-carboxamide FC1=C(C=CC=C1)C#CC1=CC=C(C=C1)[C@@H]1[C@@H]2CN(CCCCN2[C@@H]1CO)C(=O)NC1=CC=C(C=C1)OC